[1-[3-[[(3R,4R)-4-[4-Chloro-2-(5-fluoro-2-pyridyl)-1H-imidazol-5-yl]-3-methyl-1-piperidyl]sulfonyl]propanoyl]-3-methyl-azetidin-3-yl] acetate C(C)(=O)OC1(CN(C1)C(CCS(=O)(=O)N1C[C@@H]([C@@H](CC1)C1=C(N=C(N1)C1=NC=C(C=C1)F)Cl)C)=O)C